[3-[6-(N-Methylanilino)-3-pyridyl]azetidin-1-yl]-[(3S)-3-(4H-1,2,4-triazol-3-yl)pyrrolidin-1-yl]methanone CN(C1=CC=CC=C1)C1=CC=C(C=N1)C1CN(C1)C(=O)N1C[C@H](CC1)C1=NN=CN1